chloro-2-[4-(2-trifluoromethoxybenzenesulfonyl)-1-piperazinyl]benzothiazole-6-carboxylic acid ClC1=CC(=CC2=C1N=C(S2)N2CCN(CC2)S(=O)(=O)C2=C(C=CC=C2)OC(F)(F)F)C(=O)O